BrC1=CC=C(OP(=O)(OC2=C(C(=C(C(=C2F)F)F)F)F)N[C@@H](C)C(=O)OC)C=C1 methyl ((4-bromophenoxy)(perfluorophenoxy) phosphoryl)-L-alaninate